N-(7-chloro-6-(trans-4-(3-fluoroazetidin-1-yl)cyclohexyl)isoquinolin-3-yl)-2-(1-methyl-1H-pyrazol-4-yl)cyclopropane-1-carboxamide ClC1=C(C=C2C=C(N=CC2=C1)NC(=O)C1C(C1)C=1C=NN(C1)C)[C@@H]1CC[C@H](CC1)N1CC(C1)F